[O-]S(=O)(=O)C(F)(F)F.F[N+]1=CC=CC=C1 1-fluoro-pyridinium triflate